1-{3-[(1R)-1-aminoethyl]-2-fluorophenyl}-2-cyclopropyl-1,1-difluoropropan-2-ol N[C@H](C)C=1C(=C(C=CC1)C(C(C)(O)C1CC1)(F)F)F